FC1=C(C=CC(=C1)F)C1=CC(=CC=C1)[C@H](CC(=O)OCC)NC(=O)NC=1C(N(C=C(C1O)C)C)=O Ethyl (S)-3-(2',4'-Difluorobiphenyl-3-yl)-3-(3-(4-hydroxy-1,5-dimethyl-2-oxo-1,2-dihydropyridin-3-yl)ureido)propanoat